C(CCCCCCCCCCCCCCCCC)(=O)N[C@@H](C(O)[C@H]1[C@H](O)[C@@H](O)[C@H](O[C@H]2[C@H](O)[C@@H](O)[C@@H](O)[C@H](O2)CO)[C@H](O1)CO)[C@H](O)CCCCCCCCCCCCCCC N-(octadecanoyl)-1-beta-lactosyl-sphinganine